dimethylaminosulfonylbenzothiadiazole CN(S(=O)(=O)C1=CC=CC2=C1N=NS2)C